5-hydroxydeoxyuridine OC=1C(NC(N([C@H]2C[C@H](O)[C@@H](CO)O2)C1)=O)=O